(S)-N-((S)-(3-chloro-2,4-difluorophenyl)((trans)-3-(trifluoromethyl)cyclobutyl)methyl)-2-(fluoromethyl)-3-oxopiperazine-2-d-1-carboxamide ClC=1C(=C(C=CC1F)[C@@H](NC(=O)N1[C@](C(NCC1)=O)([2H])CF)[C@@H]1C[C@H](C1)C(F)(F)F)F